1-(2-bromoethyl)-3-chloro-2-fluorobenzene BrCCC1=C(C(=CC=C1)Cl)F